5-methyl-[1,1'-biphenyl]-2-ol CC1=CC=C(C(=C1)C1=CC=CC=C1)O